FC=1C=C(C=CC1OC)C(C(=O)N1CC2=C(N=C(NC2=O)C2(CC2)C2=CC=CC=C2)CC1)O 6-(2-(3-fluoro-4-methoxyphenyl)-2-hydroxyacetyl)-2-(1-phenylcyclopropyl)-5,6,7,8-tetrahydropyrido[4,3-d]pyrimidin-4(3H)-one